FC(C=1C=C(O[C@H]2CN(CC2)C2(CC2)C(=O)N[C@@H](C)C2=CC=C(C(=O)O)C=C2)C=CC1)(F)F 4-[(1S)-1-[[1-[(3R)-3-[3-(Trifluoromethyl)phenoxy]pyrrolidin-1-yl]cyclopropane-1-carbonyl]amino]ethyl]benzoic acid